[Li+].FC(S(=O)[O-])(F)F trifluoromethanesulfinic acid, lithium salt